OCC1=NC=CC(=C1)CC1CCN(CC1)C(=O)OC(C)(C)C tert-Butyl 4-((2-(hydroxymethyl)pyridin-4-yl)methyl)piperidine-1-carboxylate